Ethyl-6-fluoro-4-(8-fluoro-2-(((2R,7aS)-2-fluoro-hexahydro-1H-pyrrolizin-7a-yl)methoxy)-4-((1R,5S)-8-methylene-3-azabicyclo[3.2.1]oct-3-yl)pyrido[4,3-d]pyrimidin-7-yl)naphthalene-2-ol C(C)C1=C(C=C(C2=CC(=CC=C12)F)C1=C(C=2N=C(N=C(C2C=N1)N1C[C@@H]2CC[C@H](C1)C2=C)OC[C@]21CCCN1C[C@@H](C2)F)F)O